O=C1NC(CCC1N1C(C2=CC=C(C=C2C1=O)NCCNC(CN1CCN(CC1)C1=CC=C(C=C1)NC1=NN2C(C=CC=C2C2=CC=C(C=C2)S(=O)(=O)C)=N1)=O)=O)=O N-(2-((2-(2,6-dioxopiperidin-3-yl)-1,3-dioxoisoindolin-5-yl)amino)ethyl)-2-(4-(4-((5-(4-(methylsulfonyl)phenyl)-[1,2,4]triazolo[1,5-a]pyridin-2-yl)amino)phenyl)piperazin-1-yl)acetamide